(3,4-dimethoxy)-2-(2-hydroxyphenoxy)propane-1,3-diol COC(C(CO)OC1=C(C=C(C=C1)OC)O)O